CC1=[N+](C(=C(C2=CC=CC=C12)C1=CC=CC=C1)C(=C)C)[O-] 1-methyl-4-phenyl-3-(prop-1-en-2-yl)isoquinoline 2-oxide